C(C(C)(C)C)N1C=NC2=C1CNCC2 3-neopentyl-4,5,6,7-tetrahydro-3H-imidazo[4,5-c]pyridine